4,4'-(ethylenedioxy)dibenzoic acid C(OC1=CC=C(C(=O)O)C=C1)COC1=CC=C(C(=O)O)C=C1